FC(CCCCCCCCCCCCCCCCCCC=C)(F)F 21,21,21-trifluoro-1-henicosene